5-[3-(2-fluoro-4-iodo-phenoxy)propyl]thiazole-4-carboxylate FC1=C(OCCCC2=C(N=CS2)C(=O)[O-])C=CC(=C1)I